NC1=CC=C(C=C1)N[C@@H]1C[C@@H](N(C2=CC=C(C=C12)Cl)C(CC)=O)C |o1:8,10| 1-((2S*,4R*)-4-((4-aminophenyl)amino)-6-chloro-2-methyl-3,4-dihydroquinolin-1(2H)-yl)propan-1-one